C[C@@H](CCCCCCCCC)CC[C@@H](CCC)C (5S,8R,9S,10S,12S,13R,14S,17R)-10,13-dimethylhexadecane